C[C@@]1(C(NCC1)=O)C=1OC(=NN1)C1=NN(C2=CC=CC(=C12)NC1=CC=C(C=C1)C(F)(F)F)C (S)-3-methyl-3-(5-(1-methyl-4-((4-(trifluoromethyl)phenyl)amino)-1H-indazol-3-yl)-1,3,4-oxadiazol-2-yl)pyrrolidin-2-one